C(C=C)[C@@H]1[C@@H]2CC[C@H](CN1C1=NC(=NC3=C(C=C(C(=C13)Br)Cl)F)OC[C@]13CCCN3C[C@@H](C1)F)N2CC2=CC=C(C=C2)OC 4-((1S,2R,5R)-2-allyl-8-(4-methoxybenzyl)-3,8-diazabicyclo[3.2.1]octan-3-yl)-5-bromo-6-chloro-8-fluoro-2-(((2R,7aS)-2-fluorotetrahydro-1H-pyrrolizin-7a(5H)-yl)methoxy)quinazoline